2-{5-[Methyl(piperidin-4-yl)amino][1,3]thiazolo[5,4-d][1,3]thiazol-2-yl}-5-(6-methylpyridazin-4-yl)pyridin-3-ol CN(C=1SC2=C(N1)SC(=N2)C2=NC=C(C=C2O)C2=CN=NC(=C2)C)C2CCNCC2